imidazo[1,5-a]pyridine-5-carbaldehyde C=1N=CN2C1C=CC=C2C=O